1-(thiazol-2-yl)ethanol S1C(=NC=C1)C(C)O